ClC=1C=C(C=CC1)C#CC1=NN=C2N1CCN(C2)C(=O)N(C)CCOC 3-[2-(3-Chlorophenyl)ethynyl]-N-(2-methoxyethyl)-N-methyl-6,8-dihydro-5H-[1,2,4]triazolo[4,3-a]pyrazine-7-carboxamide